N1=NC=C(C=C1)C1=CC=2C(=NC=CC2S1)N[C@H]1CN(CCC1)C(=O)OC(C)(C)C tert-butyl (3R)-3-[(2-pyridazin-4-ylthieno[3,2-c]pyridin-4-yl)amino]piperidine-1-carboxylate